CC(=C(C=O)C1=CC=CC=C1)CC methyl-phenylpentenal